ClC1=C(OC2=NC=3N(C(N(C(C3N2CC2=CC=C(C=C2)F)=O)CCCO)=O)C)C=CC=C1 8-(2-chlorophenoxy)-7-(4-fluorobenzyl)-1-(3-hydroxypropyl)-3-methyl-1H-purine-2,6(3H,7H)-dione